CC1=C(C=CC=C1C)N1CCN(CC1)C1=NOC2=C1C=CC=C2 3-(4-(2,3-Dimethylphenyl)piperazin-1-yl)benzo[d]isoxazole